(R)-6-(2-(2-chlorophenyl)-2-hydroxyacetyl)-2-(1-(3-fluorophenyl)cyclopropyl)-5,6,7,8-tetrahydropyrido[4,3-d]pyrimidin-4(3H)-one ClC1=C(C=CC=C1)[C@H](C(=O)N1CC2=C(N=C(NC2=O)C2(CC2)C2=CC(=CC=C2)F)CC1)O